P(=O)(O)(O)OC[C@@H]1[C@H]([C@H]([C@@H](O1)[15N]1C(=O)[15N]=C([15NH2])C=C1)O)O.C1(=CC=CC=C1)C1=CN=C(O1)CCCC1=CC=CC=C1 5-Phenyl-2-(3-phenylpropyl)oxazole cytidine-15N3-5'-monophosphate